octyl 2-((2-methylundec-1-en-1-yl)oxy)propanoate CC(=COC(C(=O)OCCCCCCCC)C)CCCCCCCCC